tri(di-methoxyphenyl)phosphine COC=1C(=C(C=CC1)P(C1=C(C(=CC=C1)OC)OC)C1=C(C(=CC=C1)OC)OC)OC